3-Cyano-N-(1-(3-fluoro-1-methyl-1H-pyrazol-4-yl)-1H-indazol-6-yl)-2-isopropylbenzamide C(#N)C=1C(=C(C(=O)NC2=CC=C3C=NN(C3=C2)C=2C(=NN(C2)C)F)C=CC1)C(C)C